C(C)(C)(C)OC(=O)N1CC(CCC1)(CCC1=CC(=CC=C1)C(F)(F)F)N(CC1CN(C1)C)C.C(C1=CC=CC=C1)NN 1-benzyl-hydrazine tert-Butyl-3-(methyl((1-methylazetidin-3-yl)methyl)amino)-3-(3-(trifluoromethyl)-phenethyl)piperidine-1-carboxylate